((4-phenoxybenzoyl)glycyl)pyrrolidine O(C1=CC=CC=C1)C1=CC=C(C(=O)NCC(=O)N2CCCC2)C=C1